CC1(CN(CCC1NC=1N=CC2=C(N1)N(C(C(=C2)C#C)=O)[C@H]2[C@](CCC2)(C)O)S(=O)(=O)C)C 2-((3,3-dimethyl-1-(methylsulfonyl)piperidin-4-yl)amino)-6-ethynyl-8-((1r,2r)-2-hydroxy-2-methylcyclopentyl)pyrido[2,3-d]pyrimidin-7(8H)-one